S1C=2N(N=C1)C=CN2 imidazo[2,1-b]-1,3,4-thiadiazole